BrC=1C(=C(C=CC1F)NC(OC(C)(C)C)=O)F tert-butyl (3-bromo-2,4-difluorophenyl)carbamate